CC1(OB(OC1(C)C)C1CC(C1)C(=O)OCC)C ethyl 3-(4,4,5,5-tetramethyl-1,3,2-dioxaborolan-2-yl)cyclobutane-1-carboxylate